S1C(=NC=C1)C1=CC(=CC=2N=C(OC21)N2CC1CCCC(C2)N1C(=O)OC(C)(C)C)C(C(F)(F)F)(O)O tert-Butyl 3-(7-(thiazol-2-yl)-5-(2,2,2-trifluoro-1,1-dihydroxyethyl)benzo[d]oxazol-2-yl)-3,9-diazabicyclo[3.3.1]nonane-9-carboxylate